C(CCCCCCCCCCCCCCCCC)N(C(C1=CC(C(=O)N)=CC=C1)=O)CCCCCCCCCCCCCCCCCC N,N-distearylisophthalamide